C(C)(=O)O.C(C)(=O)O.C(C)(=O)O.C[Si](O)(O)O methyl-silanetriol triacetate